ClC=1C=CC(=C2C(C(=C(NC12)NC1=C(C=C(C=C1)C)C)C(CC(C)C)=O)=O)[N+](=O)[O-] 8-chloro-2-((2,4-dimethylphenyl)amino)-3-(3-methylbutanoyl)-5-nitroquinolin-4(1H)-one